CC(CCCC(=O)O)C.C(C)(=O)OCCCCC AMYL ACETATE (3-methylbutyl acetate)